4-(tetramethyl-1,3,2-dioxaborolan-2-yl)-1H-pyrazole-1-carboxylic acid tert-butyl ester C(C)(C)(C)OC(=O)N1N=CC(=C1)B1OC(C(O1)(C)C)(C)C